N-(4-((2-methoxy-3-(1-(methyl-d3)-1H-1,2,4-triazol-3-yl)phenyl)amino)-5-(propanoyl-3,3,3-d3)pyridin-2-yl)cyclopropanecarboxamide, methanesulfonic acid salt CS(=O)(=O)O.COC1=C(C=CC=C1C1=NN(C=N1)C([2H])([2H])[2H])NC1=CC(=NC=C1C(CC([2H])([2H])[2H])=O)NC(=O)C1CC1